3-[[1-(1,3-benzothiazol-2-yl)-2-[3-[(E)-N'-hydroxycarbamimidoyl]phenyl]ethyl]sulfamoyl]-N-(2-methoxyethyl)benzamide S1C(=NC2=C1C=CC=C2)C(CC2=CC(=CC=C2)\C(\N)=N/O)NS(=O)(=O)C=2C=C(C(=O)NCCOC)C=CC2